ClC1=CC(=C(OCC=2C=NC=C(C#N)C2)C=C1OCC=1C(=C(C=CC1)C1=C(C(=CC=C1)C1=C(C=C(C=C1)OCC(OCC)OCC)F)C)C)C=O 5-((4-chloro-5-((4''-(2,2-diethoxyethoxy)-2''-fluoro-2,2'-dimethyl-[1,1':3',1''-terphenyl]-3-yl)methoxy)-2-formylphenoxy)methyl)nicotinonitrile